dysprosium strontium magnesium silicate [Si]([O-])([O-])([O-])[O-].[Mg+2].[Sr+2].[Dy+3]